carbon (benzyloxymethyl)-1,2,3,4-cyclohexanetetraol C(C1=CC=CC=C1)OCC1(C(C(C(CC1)O)O)O)O.[C]